O1C(COCC1)C(=O)N1CCC(CC1)N1N=CC(=C1C(=O)NC1=NC=C(C=C1C)C#CC1=CC=C(C=C1)F)Cl 1-(1-(1,4-dioxane-2-carbonyl)piperidin-4-yl)-4-chloro-N-(5-((4-fluorophenyl)ethynyl)-3-methylpyridin-2-yl)-1H-pyrazole-5-carboxamide